COC([C@H](CC1CC1)N1C(C2=C(C=C1)C=CN2)=O)=O.C(C)(C)(C)OC2CCC(CC2)=O 4-(tert-butoxy)cyclohexanone methyl-(2S)-3-cyclopropyl-2-(7-oxo-1H-pyrrolo[2,3-c]pyridin-6-yl)propanoate